O=C1OCCC[C@]1(C(=O)OCC)C\C=C\C1=CC=C(C=C1)C(F)(F)F Ethyl (R,E)-2-oxo-3-(3-(4-(trifluoromethyl)phenyl)allyl)tetrahydro-2H-pyran-3-carboxylate